N-(2,6-diisopropyl-phenyl-carbamoyl)-4-(2-hydroxy-propan-2-yl)benzene-sulfonamide C(C)(C)C1=C(C(=CC=C1)C(C)C)NC(=O)NS(=O)(=O)C1=CC=C(C=C1)C(C)(C)O